2-(1-carboxyethoxy)-5-methylbenzoic acid C(=O)(O)C(C)OC1=C(C(=O)O)C=C(C=C1)C